NC1=NC=2C3=C(C(CC2C=N1)(C)C)C(=NN3)C(=O)NC=3SC=C(N3)CN3CCC(CC3)N(C)C 8-amino-N-(4-{[4-(dimethylamino)piperidin-1-yl]methyl}-1,3-thiazol-2-yl)-4,4-dimethyl-4,5-dihydro-1H-pyrazolo[4,3-H]quinazoline-3-carboxamide